FC=1C=C2C=NN(C2=CC1C=1C=2C=NN(C2C=CC1)CC(=O)NCC(=O)NCC(=O)O)C (2-(5'-fluoro-1'-methyl-1H,1'H-[4,6'-biindazol]-1-yl)acetyl)glycylglycine